FC1=C(C(=CC(=C1)NC1CN(C1)CCCF)F)[C@H]1N([C@@H](CC2=C1NC1=CC=CC(=C21)F)C)CC(CO)(F)F 3-((1R,3R)-1-(2,6-difluoro-4-((1-(3-fluoropropyl)azetidin-3-yl)amino)phenyl)-5-fluoro-3-methyl-3,4-dihydro-1H-pyrido[3,4-b]indol-2(9H)-yl)-2,2-difluoropropan-1-ol